1-(3-bromo-1-methyl-1H-pyrazol-4-yl)-N-methylethan-1-amine BrC1=NN(C=C1C(C)NC)C